ClC1=C(COC=2C=C3CCC(C3=CC2)N2C[C@H]3C([C@H]3C2)C(=O)OCC)C(=CC=C1)Cl ethyl (1R,5S,6r)-3-(5-((2,6-dichlorobenzyl)oxy)-2,3-dihydro-1H-inden-1-yl)-3-azabicyclo[3.1.0]hexane-6-carboxylate